O=C1C=C(N=C2N1C=C(S2)N2C[C@H](CC2)N2CCCC2)OS(=O)(=O)C2=CC=C(C=C2)C [5-oxo-2-[(3S)-3-pyrrolidin-1-ylpyrrolidin-1-yl]thiazolo[3,2-a]pyrimidin-7-yl]4-methylbenzenesulfonate